NC1=C(C=C(C=N1)NC(C(=O)N1[C@H](CC[C@@H](C1)C)C=1C=CC2=C(N=C(S2)C2CCN(CC2)C)C1)=O)OC N-(6-amino-5-methoxypyridin-3-yl)-2-((2R,5S)-5-methyl-2-(2-(1-methylpiperidin-4-yl)benzo[d]thiazol-5-yl)piperidin-1-yl)-2-oxoacetamide